ClC=1C=CC=2N(C1)C(=NN2)N2CCN(CC2)C(=O)C2(CC2)C2=CC=CC=C2 (4-(6-chloro-[1,2,4]triazolo[4,3-a]pyridin-3-yl)piperazin-1-yl)(1-phenylcyclopropyl)methanone